FC1=C(C(=CC(=C1F)F)F)S(=O)(=O)N(CC1=C(C=CC=C1)C(F)(F)F)CC(=O)OC(C)(C)C tert-butyl 2-(2,3,4,6-tetrafluoro-N-(2-(trifluoromethyl)benzyl)phenylsulfonamido)acetate